NCCNC1=CC=C(C=N1)CNC(=O)C=1C=NC(=CC1)C1=CC(=C(C=C1)N(C(CC)=O)C)C N-[[6-(2-aminoethylamino)-3-pyridyl]methyl]-6-[3-methyl-4-[methyl(propanoyl)amino]phenyl]pyridine-3-carboxamide